dimethyl 6-ethylpyridine-2,3-dicarboxylate C(C)C1=CC=C(C(=N1)C(=O)OC)C(=O)OC